CN1C2=C(OCC1)C(=CC=C2)CN2CCC1(CC2)COC2=CC=3C(N(CC3C=C21)C2C(NC(CC2)=O)=O)=O 3-(1'-((4-methyl-3,4-dihydro-2H-benzo[b][1,4]oxazin-8-yl)methyl)-7-oxo-5,7-dihydro-2H,6H-spiro[furo[2,3-f]isoindole-3,4'-piperidin]-6-yl)piperidine-2,6-dione